BrC=1C(=C(C=CC1)C(C1CCOCC1)OC)F 4-((3-bromo-2-fluorophenyl)(methoxy)methyl)tetrahydro-2H-pyran